C(#N)C1=C(C(=O)OC)C=CC(=C1)N1CCC(CC1)CO methyl 2-cyano-4-(4-(hydroxy-methyl)piperidin-1-yl)benzoate